BrC1=CC2(C3=CC=CC=C3C1=O)CCC(CC2)=O 3'-bromo-4,4'-dioxo-4'H-spiro[cyclohexane-1,1'-naphthalene]